Zirconium (IV)-oxid [O-2].[Zr+4].[O-2]